CS(=O)(=O)C1=CC=C(C=C1)CN1CCC2(CNC2)CC1 7-[(4-methylsulfonylphenyl)methyl]-2,7-diazaspiro[3.5]nonane